S(CCC(=O)O)CCC(=O)O 3,3'-thiobispropionic acid